(S)-2-((tert-butoxycarbonyl)amino)-3,3-diphenyl-propanoic acid C(C)(C)(C)OC(=O)N[C@H](C(=O)O)C(C1=CC=CC=C1)C1=CC=CC=C1